CC(CCC)NC1=CC=CC=C1 N-(2-pentyl)aniline